BrC=1C=NC(=NC1)C 5-bromo-2-methylpyrimidine